[R]-α-Amino-N-[5,6-dihydro-2-(1-methyl-1H-pyrazol-4-yl)-6-oxo-1H-pyrrolo[4,3,2-ef][2,3]benzodi-azepin-8-yl]-cyclohexaneacetamide N[C@@H](C(=O)NC1=CC2=C3C(C=NNC2=O)=C(NC3=C1)C=1C=NN(C1)C)C1CCCCC1